CC=1SC2=C(N1)C=C(C=C2)OC2=CC=CN1C2=NS(CC1)(=O)=O 9-[(2-methyl-1,3-benzothiazol-5-yl)oxy]-3,4-dihydropyrido[2,1-c][1,2,4]thiadiazine 2,2-dioxide